6-[4-(2-tetrahydropyran-4-yloxyethoxy)phenoxy]imidazo[1,5-a]pyridine-7-carboxylic acid O1CCC(CC1)OCCOC1=CC=C(OC=2C(=CC=3N(C2)C=NC3)C(=O)O)C=C1